C(#N)CCN(CC(C)C)C N-(2-cyanoethyl)-N-methyl-N-isobutyl-amine